ClC=1N(C(C2=C(N1)N(N=C2)C2OCCCC2)=O)CC 6-chloro-5-ethyl-1-(oxan-2-yl)pyrazolo[3,4-d]pyrimidin-4-one